2-chloroethan-1-amine HCl salt Cl.ClCCN